4-chloro-N-(2-methyl-2,3-dihydroindol-1-yl)-3-sulfamoylbenzamide ClC1=C(C=C(C(=O)NN2C(CC3=CC=CC=C23)C)C=C1)S(N)(=O)=O